C1(CCCCC1)COC=1C=C(C=CC1)CCCCN 4-(3-(cyclohexylmethoxy)phenyl)butan-1-amine